4-quinolyl-[(2s,4s)-5-vinylquinuclidin-2-yl]methanol N1=CC=C(C2=CC=CC=C12)C(O)[C@H]1N2CC([C@H](C1)CC2)C=C